ClC=1C=C(C=CC1)C(CNC(=O)NC1[C@@H]2CC[C@H](C1)C2)OCC(F)(F)F |r| 1-[2-(3-chlorophenyl)-2-(2,2,2-trifluoroethoxy)ethyl]-3-[rac-(1R,4S)-norbornan-2-yl]urea